ethyl 2-(methylsulfanyl)-4-(phenylamino)pyrimidine-5-carboxylate CSC1=NC=C(C(=N1)NC1=CC=CC=C1)C(=O)OCC